COC(=O)C1=C(C=C(C=C1)C1=CC=CC=2CN(COC21)C(=O)OC(C)(C)C)N2C1COCC2CC1 tert-Butyl 8-[4-methoxycarbonyl-3-(3-oxa-8-azabicyclo[3.2.1]octan-8-yl)phenyl]-2,4-dihydro-1,3-benzoxazine-3-carboxylate